2,7-dimethoxy-10-((4-(trifluoromethyl)phenyl)sulfonyl)-5,10-dihydro-11H-dibenzo[b,e][1,4]diazepin-11-one COC1=CC2=C(NC3=C(N(C2=O)S(=O)(=O)C2=CC=C(C=C2)C(F)(F)F)C=CC(=C3)OC)C=C1